SCCS(=O)(=O)[O-].[Au+3].SCCS(=O)(=O)[O-].SCCS(=O)(=O)[O-] gold 2-mercaptoethanesulfonate